piperidine-1-carboxamide TFA salt OC(=O)C(F)(F)F.N1(CCCCC1)C(=O)N